C(CC)(=O)OO.[Na] sodium hydroxy propionate